COC(=O)[C@H]1N(C[C@@H]2CCCC[C@H]12)C(=O)C=1NC2=CC=CC(=C2C1)OC |r| Racemic-rel-(1S,3aR,7aS)-2-(4-methoxy-1H-indole-2-carbonyl)octahydro-1H-isoindole-1-carboxylic acid methyl ester